1,3-dimethyl-3-(t-amylperoxy)butyl N-[1-{3-(1-methylethenyl)-phenyl}-1-methylethyl]carbamate CC(=C)C=1C=C(C=CC1)C(C)(C)NC(OC(CC(C)(OOC(C)(C)CC)C)C)=O